1-(1,9-Dimethyl-beta-carbolin-6-yl)-3-(4-(trifluoromethyl)phenyl)urea CC1=NC=CC=2C3=CC(=CC=C3N(C12)C)NC(=O)NC1=CC=C(C=C1)C(F)(F)F